C(CCCCCCCCCCCCCCCC)(=O)N1[C@@H](CCC1)C(=O)O N-margaroyl-proline